Cl.NC=1SC2=C(N1)CC[C@@H](C2)N(CCC2CCN(CC2)C(=O)C2=CC(=C(C=C2)F)Cl)CCC (S)-(4-(2-((2-amino-4,5,6,7-tetrahydrobenzo[d]thiazol-6-yl)(propyl)amino)ethyl)piperidin-1-yl)(3-chloro-4-fluorophenyl)methanone hydrochloride